2-(4-bromophenyl)-1-(2,4-dihydroxyphenyl)ethanone BrC1=CC=C(C=C1)CC(=O)C1=C(C=C(C=C1)O)O